5-phenyl-6,7-dihydro-5H-pyrrolo[1,2-b][1,2,4]triazole-2-carboxylic acid lithium [Li].C1(=CC=CC=C1)C1CCC=2N1N=C(N2)C(=O)O